N[C@@H]([C@@H](C(=O)N[C@H](C(=O)O)C1=CC(=CC=C1)OC(F)(F)F)O)CC1=CC=C(C=C1)Br (S)-2-((2S,3R)-3-amino-4-(4-bromophenyl)-2-hydroxybutanamido)-2-(3-(trifluoromethoxy)phenyl)acetic acid